C(=C)N1C(COCC1=O)=O N-vinyl-3,5-morpholine-dione